tetrAbutyl-1-{[(3aR,4R,6R,6aS)-2,2-dimethyl-6-[4-(methylamino)pyrrolo[2,3-d]pyrimidin-7-yl]-tetrahydro-3aH-cyclopenta[d][1,3]dioxol-4-yl]methyl}-1,6-diazaspiro[3.5]nonane-6-carboxylate C(CCC)C1(C(N(C12CN(CCC2)C(=O)[O-])C[C@H]2C[C@H]([C@@H]1OC(O[C@@H]12)(C)C)N1C=CC2=C1N=CN=C2NC)(CCCC)CCCC)CCCC